4-(4-phenylpiperazin-1-yl)thiazol C1(=CC=CC=C1)N1CCN(CC1)C=1N=CSC1